2,3-dibromoallyl alcohol BrC(CO)=CBr